C(C)C1=CC=C(C=C1)CCCCC=C 1-ethyl-4-(5-hexenyl)benzene